FC1=CC=C(C=C1)N1CCN(CC1)CC[C@@H]1N(C(C2(C1)CCN(CC2)C(=O)OC)=O)C (R)-methyl 3-(2-(4-(4-fluorophenyl) piperazin-1-yl) ethyl)-2-methyl-1-oxo-2,8-diazaspiro[4.5]decane-8-carboxylate